N2,N4-diisopropyl-6-(6-(trifluoromethyl)pyridin-2-yl)-1,3,5-triazine-2,4-diamine C(C)(C)NC1=NC(=NC(=N1)NC(C)C)C1=NC(=CC=C1)C(F)(F)F